C(C)(C)(C)OC(=O)N1CCC(=CC1)C1=C(C=C2C(=NN(C2=C1)C)C=1C(=NC(=CC1)OCC1=CC=CC=C1)OCC1=CC=CC=C1)F.CN(CC(=O)N1CCC(CC1)O)C 2-(dimethylamino)-1-(4-hydroxypiperidin-1-yl)ethan-1-one tert-butyl-4-(3-(2,6-bis(benzyloxy)pyridin-3-yl)-5-fluoro-1-methyl-1H-indazol-6-yl)-3,6-dihydropyridine-1(2H)-carboxylate